C1(CC1)C1=NOC(=N1)CC(C1=CC=C(C=C1)F)N1[C@@H](CN[C@H](C1)C)C 3-cyclopropyl-5-(2-((2r,5s)-2,5-dimethylpiperazin-1-yl)-2-(4-fluorophenyl)ethyl)-1,2,4-oxadiazole